2-methyl-1-oxo-4-(4-(trifluoromethyl)phenyl)-1,2-dihydroisoquinoline-7-carboxylic acid CN1C(C2=CC(=CC=C2C(=C1)C1=CC=C(C=C1)C(F)(F)F)C(=O)O)=O